ClC=1C=CC2=C(N(C=3N=C(C=CC3C2=O)C(C)C)CC(=O)OCC)C1OCC ethyl 2-[8-chloro-9-ethoxy-5-oxo-2-(propan-2-yl)-5H,10H-benzo[b]1,8-naphthyridin-10-yl]acetate